C1NCC12CC(C2)C(=O)O 2-azaspiro[3.3]Heptane-6-carboxylic acid